CC/C=C\C/C=C\C/C=C\CCCCCCCC(=O)OCC1[C@H](C(C([C@@H](O1)O[C@H]2CC[C@@]3([C@H]4CC[C@]5([C@H]([C@@H]4CC=C3C2)CC[C@@H]5[C@H](C)CCCC(C)C)C)C)O)O)O 3-O-(6'-O-(9Z,12Z,15Z-octadecatrienoyl)-beta-D-glucopyranosyl)-cholest-5-en-3beta-ol